FC1=CC=C(C=C1)C#CC1=C(C2=C(COC(C2)(C)C)S1)C(=O)N[C@@H](C)C1=CC=C(C(=O)O)C=C1 (S)-4-(1-(2-((4-fluorophenyl)ethynyl)-5,5-dimethyl-5,7-dihydro-4H-thieno[2,3-c]pyran-3-carboxamido)ethyl)benzoic acid